2-(3-bromo-5-(3-chloro-4-methylphenoxy)phenyl)propan-2-ol BrC=1C=C(C=C(C1)OC1=CC(=C(C=C1)C)Cl)C(C)(C)O